ClC=1C=C2C=C(NC2=CC1C#N)C=O 5-chloro-2-formyl-1H-indole-6-carbonitrile